Methyl (2R)-2-{[3-(5-methyl-1,3-thiazol-2-yl)-5-({(1R)-1-[2-(trifluoromethyl)pyrimidin-5-yl]ethyl}carbamoyl)phenoxy]methyl}morpholine-4-carboxylate CC1=CN=C(S1)C=1C=C(OC[C@H]2CN(CCO2)C(=O)OC)C=C(C1)C(N[C@H](C)C=1C=NC(=NC1)C(F)(F)F)=O